C1=C(C=CC2=CC=CC=C12)C=1C=CC(=NC1)C(=O)O 5-(naphthalen-2-yl)picolinic acid